methyl (Z)-3-(N'-hydroxycarbamimidoyl)benzoate O\N=C(/N)\C=1C=C(C(=O)OC)C=CC1